C(C)OC(=O)C1=CC2=C(N(C(N2CC)=O)C)C=C1N 6-amino-3-ethyl-1-methyl-2-oxo-2,3-dihydro-1H-benzo[d]imidazole-5-carboxylic acid ethyl ester